[N+](=O)([O-])C1=CC=C(C=2C1=NON2)NCCOC2=C(COCC1CN(C1)C(=O)N1C[C@@H]3[C@@H](OCC(N3)=O)CC1)C=CC=C2 (4aR,8aS)-6-(3-(((2-(2-((7-nitrobenzo[c][1,2,5]oxadiazol-4-yl)amino)ethoxy)benzyl)oxy)methyl)azetidine-1-carbonyl)hexahydro-2H-pyrido[4,3-b][1,4]oxazin-3(4H)-one